FC1=C(C(=O)N[C@@H](C(=O)N2CCC3(CC2)C(C(N(CC3)C)=O)C3=CC=CC=C3)C(C)C)C=C(C=C1)C(F)(F)F 2-fluoro-N-((2R)-3-methyl-1-(9-methyl-8-oxo-7-phenyl-3,9-diazaspiro[5.5]undecan-3-yl)-1-oxobutan-2-yl)-5-(trifluoromethyl)benzamide